N1=CC=C(C=C1)C1=NN(C(=C1)N1C(CC(CC1)CC(F)(F)F)=O)COCC[Si](C)(C)C 1-(3-(pyridin-4-yl)-1-((2-(trimethylsilyl)ethoxy)methyl)-1H-pyrazol-5-yl)-4-(2,2,2-trifluoroethyl)piperidin-2-one